N-(2-(4,4-difluoropiperidin-1-yl)-6-methylpyrimidin-4-yl)-1-(methylsulfonyl)-6-(6-azaspiro[2.5]octan-6-yl)indoline-5-carboxamide FC1(CCN(CC1)C1=NC(=CC(=N1)NC(=O)C=1C=C2CCN(C2=CC1N1CCC2(CC2)CC1)S(=O)(=O)C)C)F